C(CC)ON propoxyamine